[Zn].[Ni].[Zn] zinc-nickel-zinc